CCCCC[C@@H](/C=C/C=C\\C/C=C\\C/C=C\\CCCC(=O)O[C@H](CO)COP(=O)([O-])OCC[N+](C)(C)C)O The molecule is a 2-acyl-sn-glycero-3-phosphocholine in which the acyl group is specified as (15S)-hydroxy-(5Z,8Z,11Z,13E)-icosatetraenoyl. It has a role as a human xenobiotic metabolite and a mouse metabolite.